FC(CN1C=NC2=C1C=C(C=C2F)C=2C(=CN1N=C(N=C(C12)OC([2H])([2H])[2H])NC1CCC2(COC2)CC1)F)F 5-(1-(2,2-difluoroethyl)-4-fluoro-1H-benzo[d]imidazol-6-yl)-6-fluoro-4-(methoxy-d3)-N-(2-oxaspiro[3.5]nonan-7-yl)pyrrolo[2,1-f][1,2,4]triazin-2-amine